BrC1=C(C=CC(=C1)CBr)Cl 2-bromo-4-(bromomethyl)-1-chloro-benzene